C1(=CC=CC=C1)/C(/C#N)=C/C#N phenyl-maleonitrile